C1(CC1)C1=NN2C(N=C(C=C2)C(C)O)=C1 1-(2-cyclopropylpyrazolo[1,5-a]pyrimidin-5-yl)ethan-1-ol